5-{3-cyclopropyl-1-iodo-5h,6h,7h,8h-imidazo[1,5-a]pyrazine-7-carbonyl}-6-methyl-N-(1-methylcyclopropyl)furo[2,3-d]pyrimidin-4-amine C1(CC1)C1=NC(=C2N1CCN(C2)C(=O)C2=C(OC=1N=CN=C(C12)NC1(CC1)C)C)I